N-benzyl-1-(4-(5-(trifluoromethyl)-1,2,4-oxadiazol-3-yl)phenyl)-1H-pyrazole-4-sulphonamide C(C1=CC=CC=C1)NS(=O)(=O)C=1C=NN(C1)C1=CC=C(C=C1)C1=NOC(=N1)C(F)(F)F